CC1(OC[C@@H](O1)C1=[N+](C=C(C=C1)NC(=O)[C@@H]1O[C@]([C@H]([C@H]1C1=C(C(=C(C=C1)F)C)OC)C)(C(F)(F)F)C)[O-])C |o1:4,15,17,18,19| rel-2-((S)-2,2-dimethyl-1,3-dioxolan-4-yl)-5-((2R,3S,4S,5R)-3-(4-Fluoro-2-methoxy-3-methylphenyl)-4,5-dimethyl-5-(trifluoromethyl)tetrahydrofuran-2-carboxamido)pyridine 1-oxide